FC1([C@H]([C@@H]1C=C)C(=O)N[C@H](C)C1=CC=C2C(=N1)N(C(=C2)C2=NC1=C(N2C)C=C(C(=C1)C(=O)OC)F)CCCC=C)F Methyl 2-[6-[(1R)-1-[[(trans)-2,2-difluoro-3-vinyl-cyclopropanecarbonyl]amino]ethyl]-1-pent-4-enyl-pyrrolo[2,3-b]pyridin-2-yl]-6-fluoro-1-methyl-benzimidazole-5-carboxylate